OC1=C(C=CC=C1OC)C(C1=C(C=C(C=C1C)C)O)C1=C(C=C(C=C1C)C)O 2,2'-[(2-hydroxy-3-methoxyphenyl)methylene]bis(3,5-dimethylphenol)